ClC=1C=C(C(=NC1)C=1N(C=CN1)C)S(=O)(=O)CC 5-chloro-3-(ethylsulfonyl)-2-(1-methyl-1H-imidazol-2-yl)pyridine